(2-((benzyloxy)methyl)-3-(5,6-dichloroisoindolin-2-yl)-3-oxopropyl)-5-cyclopropylimidazolidine-2,4-dione C(C1=CC=CC=C1)OCC(CN1C(NC(C1C1CC1)=O)=O)C(=O)N1CC2=CC(=C(C=C2C1)Cl)Cl